butyl 5-[(2-chlorophenyl)carbamothioyl]-4-hydroxy-6-oxo-3,6-dihydropyridine-1(2H)-carboxylate ClC1=C(C=CC=C1)NC(=S)C1=C(CCN(C1=O)C(=O)OCCCC)O